N-(5-benzoylthiazol-2-yl)-2-(2-(2,6-dioxopiperidin-3-yl)-3-oxoisoindolin-5-yl)acetamide C(C1=CC=CC=C1)(=O)C1=CN=C(S1)NC(CC=1C=C2C(N(CC2=CC1)C1C(NC(CC1)=O)=O)=O)=O